BrC1=CC2=C(OC3=C2C=CC(=C3)Br)C=C1 2,7-dibromodibenzofuran